2-fluoro-4-((3-morpholinoazetidin-1-yl)methyl)benzaldehyde bis-oxalate C(C(=O)O)(=O)O.C(C(=O)O)(=O)O.FC1=C(C=O)C=CC(=C1)CN1CC(C1)N1CCOCC1